methyl 3-bromoimidazo[1,2-a]pyridine-7-carboxylate BrC1=CN=C2N1C=CC(=C2)C(=O)OC